BrC=1C=CC(=NC1)C(C(F)(F)F)NCCN(C(OC(C)(C)C)=O)C tert-Butyl (2-((1-(5-bromopyridin-2-yl)-2,2,2-trifluoroethyl)amino)ethyl)-(methyl)carbamate